N1C=CC=2C1=NC=CC2C=2N=C(C1=C(N2)C(=CS1)C=1C(=NN(C1C)C)C)N1[C@@H](COCC1)C (R)-4-(2-(1H-pyrrolo[2,3-b]pyridin-4-yl)-7-(1,3,5-trimethyl-1H-pyrazol-4-yl)thieno[3,2-d]pyrimidin-4-yl)-3-methylmorpholine